COC1=CC=C2C(=C(NC2=C1)Cl)C=O 6-Methoxy-2-chloro-1H-indole-3-carboxaldehyde